2-(3-(4-(3-hydroxy-1-methyl-2-oxopyrrolidin-3-yl)-1H-imidazol-1-yl)phenyl)quinazoline OC1(C(N(CC1)C)=O)C=1N=CN(C1)C=1C=C(C=CC1)C1=NC2=CC=CC=C2C=N1